N-(3-chloro-2-methylphenyl)-2-[(3-hydroxy-2,2-dimethylpropyl)amino]-1-methyl-6-({[2-(trifluoromethyl)phenyl]carbonyl}amino)-1H-benzimidazole-4-carboxamide ClC=1C(=C(C=CC1)NC(=O)C1=CC(=CC=2N(C(=NC21)NCC(CO)(C)C)C)NC(=O)C2=C(C=CC=C2)C(F)(F)F)C